2-[3-(dibenzothiophene-4-yl)phenyl]dibenzo[f,h]quinoxaline C1=CC=C(C=2SC3=C(C21)C=CC=C3)C=3C=C(C=CC3)C3=NC2=C1C(=C4C(=C2N=C3)C=CC=C4)C=CC=C1